3,4-dimethyl-2-(p-tolyl)-2,6-dihydro-7H-pyrazolo[3,4-d]pyridazin-7-one CC=1N(N=C2C(NN=C(C21)C)=O)C2=CC=C(C=C2)C